2,2-dimethyl-5-oxohex-3-en-3-olate CC(C)(C(=CC(C)=O)[O-])C